CC1=NOC=C1C(=O)N 3-methylisoxazol-4-carboxamide